2-methyltetrahydrothiophene 1,1-dioxide CC1S(CCC1)(=O)=O